1-methyl-5-((tetrahydro-2H-pyran-4-yl)oxy)-1H-pyrazole CN1N=CC=C1OC1CCOCC1